tert-Butyl N-{1-[2-(2-{4-[(2,6-dioxopiperidin-3-yl)amino]-2-fluorophenoxy}ethoxy)ethyl]piperidine-4-yl}carbamate O=C1NC(CCC1NC1=CC(=C(OCCOCCN2CCC(CC2)NC(OC(C)(C)C)=O)C=C1)F)=O